[Br-].OC1=C(CNCCCCC[P+](C2=CC=CC=C2)(C2=CC=CC=C2)C2=CC=CC=C2)C=CC=C1 (5-((2-hydroxybenzyl)amino)pentyl)triphenylphosphonium Bromide